(2R,5R)-2-[(6-amino-5-nitropyrimidin-4-yl)amino]-5-(hydroxymethyl)oxolane-3,4-diol NC1=C(C(=NC=N1)N[C@@H]1O[C@@H](C(C1O)O)CO)[N+](=O)[O-]